COC=1C=C(C=CC1C)NC(=O)C1CCC(CC1)N1C(NC2=C1C=CC=C2N(CCN(C(OC(C)(C)C)=O)C)C)=O tert-butyl N-[2-[[1-[4-[(3-methoxy-4-methyl-phenyl) carbamoyl] cyclohexyl]-2-oxo-3H-benzimidazol-4-yl]-methyl-amino] ethyl]-N-methyl-carbamate